N-(6-methyl-Oxy-1H-benzo[d]imidazol-2-yl)-2,5-dimethyl-1-((1-methyl-1H-pyrazol-4-yl)methyl)-1H-pyrrole-3-carboxamide COC=1C=CC2=C(NC(=N2)NC(=O)C2=C(N(C(=C2)C)CC=2C=NN(C2)C)C)C1